4-hydroxy-4-(6-(methylcarbamoyl)pyridin-3-yl)piperidine-1-carboxylic acid tert-butyl ester C(C)(C)(C)OC(=O)N1CCC(CC1)(C=1C=NC(=CC1)C(NC)=O)O